1,2-dibromo-4-methoxybut-1-ene BrC=C(CCOC)Br